5-amino-3-benzalindoline NC=1C=C2C(CNC2=CC1)=CC1=CC=CC=C1